ClC=1C=C(C=2N(N1)N=CN2)N2C[C@@H](CC2)OC(F)(F)F (R)-6-chloro-8-(3-(trifluoromethoxy)pyrrolidin-1-yl)-[1,2,4]triazolo[1,5-b]pyridazine